C1(CC1)N(C1=NC=C(C(=N1)OC1=CC=CC=C1)C(=O)NC(C=CS(=O)(=O)C)C1CC1)C 2-(cyclopropyl-(methyl)amino)-N-(1-cyclopropyl-3-(methylsulfonyl)allyl)-4-phenoxypyrimidine-5-carboxamide